tert-butyl (R)-(1-phenylpiperidin-3-yl)carbamate C1(=CC=CC=C1)N1C[C@@H](CCC1)NC(OC(C)(C)C)=O